CN1CC(C1)OC=1C=C2CN(CC2=CC1)C(=O)OC(C)(C)C tert-Butyl 5-((1-methylazetidin-3-yl)oxy)isoindoline-2-carboxylate